6-bromo-3-fluoropyridinecarbonitrile BrC1=CC=C(C(=N1)C#N)F